fluoro orthocarbonate C(OF)([O-])([O-])[O-]